tert-butyl (2-((4-amino-6-(4-((5-(tert-butyl)1,2,4-oxadiazole-3-carboxamido)methyl)-3-methylphenyl)pyrimidin-5-yl)oxy)ethyl)(methyl)carbamate NC1=NC=NC(=C1OCCN(C(OC(C)(C)C)=O)C)C1=CC(=C(C=C1)CNC(=O)C1=NOC(=N1)C(C)(C)C)C